O=S(=O)([O-])NC1CCCCC1.[Na+] sodium cyclamate